CC=1C(=CC2=C(N=C3SC=CN32)C1)N 7-methylbenzo[4,5]imidazo[2,1-b]thiazol-6-amine